NC1=C2NC(N(C2=NC(=N1)OCCCC)CC1=CC=C(CN2CCC(CC2)CCNC(C=CNC(CON)=O)=O)C=C1)=O N-(2-(1-(4-((6-amino-2-butoxy-8-oxo-7H-purin-9(8H)-yl)methyl)benzyl)piperidin-4-yl)ethyl)-3-(2-(aminooxy)acetamido)propenamide